L-5-aminotriazole NC1=CN=NN1